(R)-6-chloro-3-((1-(3,6-dimethyl-2-(6-((1-methyl-1H-pyrazol-4-yl)oxy)pyridin-3-yl)-4-oxo-3,4-dihydroquinazolin-8-yl)ethyl)amino)-N-(methylsulfonyl)picolinamide ClC1=CC=C(C(=N1)C(=O)NS(=O)(=O)C)N[C@H](C)C=1C=C(C=C2C(N(C(=NC12)C=1C=NC(=CC1)OC=1C=NN(C1)C)C)=O)C